3-((1-(2-(4-Fluorophenyl)-2-oxoethyl)piperidin-4-yl)methyl)-1-(6-methoxypyridin-2-yl)-1-methylurea FC1=CC=C(C=C1)C(CN1CCC(CC1)CNC(N(C)C1=NC(=CC=C1)OC)=O)=O